(5'S,7a'R)-1-(2,1-benzothiazole-5-carbonyl)-5'-(3,5-difluorophenyl)tetra-hydro-3'H-spiro-[piperidine-4,2'-pyrrolo[2,1-b][1,3]-oxazol]-3'-one N=1SC=C2C1C=CC(=C2)C(=O)N2CCC1(C(N3[C@H](O1)CC[C@H]3C3=CC(=CC(=C3)F)F)=O)CC2